CC(C(=O)C1=CC=CC=C1)C(C(=O)C1=CC=CC=C1)C1=CC=CC=C1 2-methyl-1,3,4-triphenylbutane-1,4-dione